3-Dibenzofuran-4-yl-1-methyl-3H-imidazol-1-ium Iodide [I-].C1=CC=C(C=2OC3=C(C21)C=CC=C3)N3C=[N+](C=C3)C